bis(2,6-di-tert-amyl-4-methylphenyl)pentaerythritol diphosphite OP(O)OP(O)O.C(C)(C)(CC)C1=C(C(=CC(=C1)C)C(C)(C)CC)C(O)(C(CO)(CO)CO)C1=C(C=C(C=C1C(C)(C)CC)C)C(C)(C)CC